C(=CC)[Si](C)(C)CCCCCCCCCCCCCCCCCC propenyl-octadecyldimethylsilane